1,3-dimethyl-4-isopropylbenzene CC1=CC(=C(C=C1)C(C)C)C